3-(((methylsulfonyl)oxy)methyl)azetidine CS(=O)(=O)OCC1CNC1